FC=1C=C(C=C(C1)F)C1CC(C1)NC(OC(C)(C)C)=O tert-Butyl 3-(3,5-difluorophenyl)cyclobutylcarbamate